CC1=CC(=NN1C1CC2(CN(C2)C(=O)OC(C)(C)C)C1)N1C[C@@H]2[C@H](CC1)C(N(C2)C)=O |o1:22,23| Tert-butyl 6-(5-methyl-3-((3aS*,7aS*)-2-methyl-1-oxooctahydro-5H-pyrrolo[3,4-c]pyridin-5-yl)-1H-pyrazol-1-yl)-2-azaspiro[3.3]heptane-2-carboxylate